5-(5-fluoro-7-hydroxy-2,2-dimethyl-3,4-dihydro-2H-1-benzopyran-6-yl)-1λ6,2,5-thiadiazolidine-1,1,3-trione FC1=C(C(=CC2=C1CCC(O2)(C)C)O)N2CC(NS2(=O)=O)=O